bis(methylethyl-phosphinic acid) titanium salt [Ti+2].CP([O-])(=O)CC.CP([O-])(=O)CC